FC1=CC(=C(OC=2N=NC(=CC2C(=O)NC2=CC(=NC=C2)S(=O)(=O)C)C(F)(F)F)C=C1)OC 3-(4-fluoro-2-methoxy-phenoxy)-N-(2-methylsulfonyl-4-pyridyl)-6-(trifluoromethyl)pyridazine-4-carboxamide